bis(γ-acryloyloxypropyl)dimethoxysilane C(C=C)(=O)OCCC[Si](OC)(OC)CCCOC(C=C)=O